4-((1-ethynylcyclobutyl)methoxy)-2,2-difluoro-7-(trifluoromethylthio)-2,3-dihydro-1H-inden-1-ol C(#C)C1(CCC1)COC1=C2CC(C(C2=C(C=C1)SC(F)(F)F)O)(F)F